4-(4-chlorophenyl)-1-((1-(2-fluorophenyl)-5-((S)-1-hydroxyethyl)-1H-1,2,4-triazol-3-yl)methyl)-3-((S)-3,3,3-trifluoro-2-hydroxypropyl)-1,3-dihydro-2H-imidazol-2-one ClC1=CC=C(C=C1)C=1N(C(N(C1)CC1=NN(C(=N1)[C@H](C)O)C1=C(C=CC=C1)F)=O)C[C@@H](C(F)(F)F)O